C(CCCCCCCCCCCCCCC)C(C(=O)N)CC1=CC(=C(C(=C1)C(C)(C)C)O)C(C)(C)C palmityl-3-(3,5-di-tert-butyl-4-hydroxyphenyl)propionic acid amide